ClC1C=2N(C3=C(CC14OCCO4)C=CC=C3)C(=NN2)[C@H]2CN(CC2)CC=2C=NC=CC2 chloro-1'-[(3R)-1-(pyridin-3-ylmethyl)pyrrolidin-3-yl]-4'H,6'H-spiro[1,3-dioxolan-2,5'-[1,2,4]triazolo[4,3-a][1]benzazepine]